2,3-bis(4-isopropenyl-2-oxazolin-2-yl)butane C(=C)(C)C1N=C(OC1)C(C)C(C)C=1OCC(N1)C(=C)C